5-oxo-4,5-dihydro-1,2,4-oxadiazole-3-carbaldehyde O=C1NC(=NO1)C=O